CC1=C(C(=O)NN(C2=NC=CC=N2)CC#C)C=CC(=C1)/C(=C/C(C(F)(F)F)C1=CC(=C(C(=C1)Cl)Cl)Cl)/F (Z)-2-methyl-N'-(prop-2-yn-1-yl)-N'-(pyrimidin-2-yl)-4-(1,4,4,4-tetrafluoro-3-(3,4,5-trichlorophenyl)but-1-en-1-yl)benzoyl-hydrazine